1-(4-chlorobenzyl)-3-(4-((2-oxooxazolidin-3-yl)methyl)phenyl)urea ClC1=CC=C(CNC(=O)NC2=CC=C(C=C2)CN2C(OCC2)=O)C=C1